4-methanesulfonyloxytetrahydrothiophene-1,1-dioxide CS(=O)(=O)OC1CCS(C1)(=O)=O